5-(6-((1-(2-(4-(4-chloro-1,2-diphenylbut-1-en-1-yl)phenoxy)ethyl)piperidin-4-yl)methyl)-3,6-diazabicyclo[3.1.1]heptan-3-yl)-2-(2,6-dioxopiperidin-3-yl)-6-fluoroisoindoline-1,3-dione ClCCC(=C(C1=CC=CC=C1)C1=CC=C(OCCN2CCC(CC2)CN2C3CN(CC2C3)C=3C=C2C(N(C(C2=CC3F)=O)C3C(NC(CC3)=O)=O)=O)C=C1)C1=CC=CC=C1